(S)-4-(5-(4-((2-((S)-3-carboxybutanoyl)-4-chloro-6-methoxybenzo[b]thiophen-5-yl)oxy)butoxy)-4-fluoro-6-methoxybenzo[b]thiophen-2-yl)-2-methyl-4-oxobutanoic acid C(=O)(O)[C@H](CC(=O)C1=CC2=C(S1)C=C(C(=C2Cl)OCCCCOC2=C(C1=C(SC(=C1)C(C[C@@H](C(=O)O)C)=O)C=C2OC)F)OC)C